C(C)OC1=NC=CC=C1C1=CC(=C2C(=N1)C=NN2CC)N[C@@H]2COCC2 (S)-5-(2-ethoxy-3-pyridinyl)-1-ethyl-N-[tetrahydrofuran-3-yl]pyrazolo[4,3-b]pyridin-7-amine